N-(4-(1-(azetidin-3-yl)-1H-pyrazol-4-yl)phenyl)-N-((1r,4r)-4-(quinazolin-2-ylamino)cyclohexyl)acetamide N1CC(C1)N1N=CC(=C1)C1=CC=C(C=C1)N(C(C)=O)C1CCC(CC1)NC1=NC2=CC=CC=C2C=N1